4-[(2S)-3-amino-2-(dimethylamino)propyl]-2-fluoro-3-methylbenzamide NC[C@H](CC1=C(C(=C(C(=O)N)C=C1)F)C)N(C)C